(S)-4-amino-2-(1-(6-ethoxy-5-methoxypyridin-2-yl)-2-(methylsulfonyl)ethyl)isoindoline-1,3-dione NC1=C2C(N(C(C2=CC=C1)=O)[C@H](CS(=O)(=O)C)C1=NC(=C(C=C1)OC)OCC)=O